4-amino-4-(pyridin-3-yl)piperidine-1-carboxylic acid tert-butyl ester C(C)(C)(C)OC(=O)N1CCC(CC1)(C=1C=NC=CC1)N